4-(2-amino-5-trifluoromethylphenyl)2-butanol NC1=C(C=C(C=C1)C(F)(F)F)CCC(C)O